CC1=C(C=C(C=C1)[C@]12[C@@H]([C@H]([C@@H]([C@](CO1)(O2)C(C)(C)O)O)O)O)CC2=CC=C(C=C2)CCCC(=O)N 4-[4-[[2-methyl-5-[(1S,2S,3S,4R,5S)-2,3,4-trihydroxy-1-(1-hydroxy-1-methyl-ethyl)-6,8-dioxabicyclo[3.2.1]octan-5-yl]phenyl]methyl]phenyl]butanamide